CC(C#CC1=CC2=C(OC[C@@H](C(N2C)=O)NC(=O)N2N=CC(=C2)CC2=NC(=CC=C2)F)C=C1)(C)C (S)-N-(7-(3,3-dimethylbut-1-yn-1-yl)-5-methyl-4-oxo-2,3,4,5-tetrahydrobenzo[b][1,4]oxazepin-3-yl)-4-((6-fluoropyridin-2-yl)methyl)-1H-pyrazole-1-carboxamide